tert-butyl 2-((4-chloro-2-fluorobenzyl)oxy)-3-(trifluoromethyl)-5,8-dihydro-1,7-naphthyridine-7(6H)-carboxylate ClC1=CC(=C(COC2=NC=3CN(CCC3C=C2C(F)(F)F)C(=O)OC(C)(C)C)C=C1)F